(2-bromo-1,3-thiazol-5-yl)[3-(cyclobutylmethoxy)[1,4'-bipiperidine]-1'-yl]methanone BrC=1SC(=CN1)C(=O)N1CCC(CC1)N1CC(CCC1)OCC1CCC1